C(C)(=O)N1CCN(CC1)C1=CC=C(C=N1)C=1C=C(C=2N(C1)N=CC2)SC2=NC=CC=C2F 6-(6-(4-acetylpiperazin-1-yl)pyridin-3-yl)-4-((3-fluoropyridin-2-yl)thio)pyrazolo[1,5-a]pyridine